(2S)-3-(4-bromophenyl)-2-{[(9Z)-3,3-dimethyl-10-oxo-1,2,3,4,9,10-hexahydrophenanthren-9-ylidene]amino}propanoic acid BrC1=CC=C(C=C1)C[C@@H](C(=O)O)\N=C/1\C2=CC=CC=C2C=2CC(CCC2C1=O)(C)C